2-bromo-1-methoxy-4-((1-methoxycyclopropyl)methyl)benzene BrC1=C(C=CC(=C1)CC1(CC1)OC)OC